(5-fluoropyridin-2-yl)-hydrazine FC=1C=CC(=NC1)NN